C(C)(C)(C)OC(NC1CC(=CCC1)C1=C2C=C(NC2=C(C(=C1F)F)C(N)=O)C)=O (3-(7-carbamoyl-5,6-difluoro-2-methyl-1H-indol-4-yl)cyclohex-3-en-1-yl)carbamic acid tert-butyl ester